C[C@@H]1CN(C[C@@H](N1)C)C1=CC=CC(=N1)CNC=1C2=C(N=CN1)NC=C2C=2C=NN(C2)C N-((6-((3R,5S)-3,5-dimethylpiperazin-1-yl)pyridin-2-yl)methyl)-5-(1-methyl-1H-pyrazol-4-yl)-7H-pyrrolo[2,3-d]pyrimidin-4-amine